(6-cyanopyridin-3-yl)methyl (R)-5-hydroxy-2-(3-hydroxypyrrolidin-1-yl)-1,7-naphthyridine-6-carboxylate OC1=C2C=CC(=NC2=CN=C1C(=O)OCC=1C=NC(=CC1)C#N)N1C[C@@H](CC1)O